4-[2-(4-Fluorophenyl)-4-oxo-1,3-thiazolidin-3-yl]-3-methyl-N-[(2,4,6-trimethylphenyl)-sulfonyl]benzamide FC1=CC=C(C=C1)C1SCC(N1C1=C(C=C(C(=O)NS(=O)(=O)C2=C(C=C(C=C2C)C)C)C=C1)C)=O